FC1=C(C=C(C=C1C)C1=C(C=CC=C1C)C)[C@H](CC(=O)OCC)NC(C(CC(C)C)N1C(C(=CC(=C1)CCN1CC(C1)F)F)=O)=O Ethyl (3S)-3-(4-fluoro-2',5,6'-trimethyl-[1,1'-biphenyl]-3-yl)-3-(2-(3-fluoro-5-(2-(3-fluoroazetidine-1-yl)ethyl)-2-oxopyridin-1(2H)-yl)-4-methylpentanamido)propanoate